7-(oxetan-3-ylamino)-3,4-dihydroisoquinolin-1(2H)-one O1CC(C1)NC1=CC=C2CCNC(C2=C1)=O